C(CCCCCCCCCCC)(=O)O.C(CCCCCCCCCCC)(=O)O.OC(=O)CCCCCCCCC mono-capric acid dilaurate